4-(dibenzofuran-4-yl)aniline C1=CC=C(C=2OC3=C(C21)C=CC=C3)C3=CC=C(N)C=C3